1-(phenylsulfonyl)-4,5-dihydropyrano[3,4-b]pyrrol-7(1H)-one C1(=CC=CC=C1)S(=O)(=O)N1C2=C(C=C1)CCOC2=O